5-(5-cyclopropyl-6-(thiophen-2-yl)pyridazin-3-yl)pyrimidine-2,4(1H,3H)-dione C1(CC1)C=1C=C(N=NC1C=1SC=CC1)C=1C(NC(NC1)=O)=O